[Si](C)(C)(C(C)(C)C)O[C@@H]1CN(C[C@@H](C1)NC=1C2=C(N=CN1)NC=C2Cl)C(=O)OC(C)(C)C (3S,5R)-tert-Butyl 3-((tert-butyldimethylsilyl)oxy)-5-((5-chloro-7H-pyrrolo[2,3-d]pyrimidin-4-yl)amino)piperidine-1-carboxylate